Cl.FC(CN)C(=O)O 2-FLUORO-BETA-ALANINE HYDROCHLORIDE